CN(CCCCl)C 3-(dimethylamino)propyl chloride